NC1=C(C=C2CN(CC2=C1)C)O 6-amino-2-methyl-2,3-dihydro-1H-isoindol-5-ol